1-anilino-3-[5-(benzylaminomethyl)-1-ethyl-1H-indol-2-yl]-2-propyne N(C1=CC=CC=C1)CC#CC=1N(C2=CC=C(C=C2C1)CNCC1=CC=CC=C1)CC